1-fluoro-N-(8-((methyl-d3)amino)-5-(6-methyl-[1,2,4]triazolo[1,5-a]pyridin-2-yl)-2,7-naphthyridin-3-yl)cyclopropane-1-carboxamide FC1(CC1)C(=O)NC=1N=CC2=C(N=CC(=C2C1)C1=NN2C(C=CC(=C2)C)=N1)NC([2H])([2H])[2H]